C(#N)C1CN(C1)C(=O)N 3-cyanoazetidine-1-carboxamide